N1=CC(=CC=C1)CC(C)N 1-(pyridin-3-yl)propan-2-amine